2-methylenehexahydro-1H-pyrrolo[1,2-a]azepin C=C1CC2N(CCCCC2)C1